(R,Z)-N-(4-((4-([1,2,4]triazolo[1,5-a]pyridin-7-yloxy)-5-bromo-2-methoxyphenyl)amino)-7-methoxyquinazolin-6-yl)-2-fluoro-3-(1-methylpyrrolidin-2-yl)acrylamide N=1C=NN2C1C=C(C=C2)OC2=CC(=C(C=C2Br)NC2=NC=NC1=CC(=C(C=C21)NC(/C(=C/[C@@H]2N(CCC2)C)/F)=O)OC)OC